FC1CN(CCC1NC1=CC=CC2=C1SC(=C2CC(F)(F)F)C#CCNC2=C(C=C(C(=O)NC1CCN(CC1)C)C=C2)OC)C 4-((3-(7-((3-fluoro-1-methylpiperidin-4-yl)amino)-3-(2,2,2-trifluoroethyl)benzo[b]thiophen-2-yl)prop-2-yn-1-yl)amino)-3-methoxy-N-(1-methylpiperidin-4-yl)benzamide